N-(3-fluoro-5-(methylsulfonamido)phenyl)-4-(2-hydroxyphenyl)thiophene-2-carboxamide FC=1C=C(C=C(C1)NS(=O)(=O)C)NC(=O)C=1SC=C(C1)C1=C(C=CC=C1)O